N12CC(C(CC1)CC2)OC(NC(C)(C)C=2C=C(C=CC2)C2=CC=C(C=C2)F)=O (2-(4'-fluoro-[1,1'-biphenyl]-3-yl)propan-2-yl)carbamic acid quinuclidin-3-yl ester